C(C)(C)(C)OC(=O)N1CCC2=C1C(NC=C2)=O 7-oxo-2,3,6,7-tetrahydro-1H-pyrrolo[2,3-c]pyridine-1-carboxylic acid tert-butyl ester